1-propanesulphonic acid C(CC)S(=O)(=O)O